11-(4-(4,6-bis(2,4-dimethylphenyl)-1,3,5-triazin-2-yl)-3-hydroxyphenoxy)undecyl methacrylate C(C(=C)C)(=O)OCCCCCCCCCCCOC1=CC(=C(C=C1)C1=NC(=NC(=N1)C1=C(C=C(C=C1)C)C)C1=C(C=C(C=C1)C)C)O